[N+](=O)([O-])C=1C=C(C=CC1)N1C(=NNC1=O)C(F)F 4-(3-nitrophenyl)-3-difluoromethyl-1,2,4-triazol-5-one